BrC=1C(=C(OCCC[C@@H]2CNCCC2)C=CC1)C (R)-3-(3-(3-bromo-2-methylphenoxy)propyl)piperidine